C(C1=CC=CC=C1)NC(N(C1=CC=C2C=NN(C2=C1)C)[C@@H]1CC[C@H](CC1)NC1=NC=C(C(=N1)NC1COC1)C#N)=O 3-benzyl-1-(trans-4-((5-cyano-4-(oxetan-3-ylamino)pyrimidin-2-yl)amino)cyclohexyl)-1-(1-methyl-1H-indazol-6-yl)urea